3-(2-bromophenyl)pyrrolidine hydrochloride Cl.BrC1=C(C=CC=C1)C1CNCC1